(3R,3aR,6R,6aR)-6-((5-([1,1'-biphenyl]-4-yl)-6-chloro-3H-imidazo[4,5-b]pyridin-2-yl)oxy)hexahydrofuro[3,2-b]furan-3-ol C1(=CC=C(C=C1)C1=C(C=C2C(=N1)NC(=N2)O[C@@H]2CO[C@H]1[C@@H]2OC[C@H]1O)Cl)C1=CC=CC=C1